3-(2-methyl-6-morpholin-4-ylpyrimidin-4-yl)oxy-4-(4-piperazin-1-ylphenyl)benzonitrile CC1=NC(=CC(=N1)OC=1C=C(C#N)C=CC1C1=CC=C(C=C1)N1CCNCC1)N1CCOCC1